C1(CC1)C=1N=CN(C1)C=1C(=CC(=C(C(=O)O)C1)F)C(F)F 5-(4-cyclopropyl-1H-imidazol-1-yl)-4-(difluoromethyl)-2-fluorobenzoic acid